trans-4-[(7S)-6-(Methoxycarbonyl)-7-methyl-2-[2-(1-methyl-1H-pyrazol-4-yl)ethyl]-3H,6H,7H,8H,9H-imidazo[4,5-f]chinolin-3-yl]cyclohexan COC(=O)N1[C@H](CCC2=C3C(=CC=C12)N(C(=N3)CCC=3C=NN(C3)C)C3CCCCC3)C